5-(2-((1S,6S)-6-aminocyclohex-3-en-1-yl)-5-chloro-7-((furan-2-ylmethyl)(methyl)amino)thieno[3,2-b]pyridin-3-yl)pent-4-yn-1-ol N[C@H]1CC=CC[C@@H]1C1=C(C2=NC(=CC(=C2S1)N(C)CC=1OC=CC1)Cl)C#CCCCO